N-(4-(((2s,4r)-2-methyl-1-propionyl-1,2,3,4-tetrahydroquinolin-4-yl)amino)phenyl)piperazine-1-carboxamide C[C@@H]1N(C2=CC=CC=C2[C@@H](C1)NC1=CC=C(C=C1)NC(=O)N1CCNCC1)C(CC)=O